3-methyl-1-(pyridazin-3-ylmethyl)-6-[5-(trifluoromethyl)-3-thienyl]imidazo[4,5-b]pyridin-2-one CN1C(N(C=2C1=NC=C(C2)C2=CSC(=C2)C(F)(F)F)CC=2N=NC=CC2)=O